5-((2-(m-tolyl)pyridin-4-yl)methylene)thiazolidine-2,4-dione C1(=CC(=CC=C1)C1=NC=CC(=C1)C=C1C(NC(S1)=O)=O)C